BrC1=NC(=C(C(=O)N(C)OC)C=C1)Cl bromo-2-chloro-N-methoxy-N-methylnicotinamide